CC1=NC(=NC(=C1)C)N1CC2C(C1)CN(C2)C(=O)C=2C(=NC=CC2)OCC(F)F (5-(4,6-dimethylpyrimidin-2-yl)hexahydropyrrolo[3,4-c]pyrrol-2(1H)-yl)(2-(2,2-difluoroethoxy)pyridin-3-yl)methanone